2-Oxo-2-[rac-(2R,5S)-2-(6-methoxy-5-methyl-3-pyridyl)-5-methyl-1-piperidyl]acetamide O=C(C(=O)N)N1[C@H](CC[C@@H](C1)C)C=1C=NC(=C(C1)C)OC |r|